3-Azido-1-propyl 2,3,4-tri-oxo-benzyl-α-L-rhamnopyranosyl-(1→2)-4-oxo-benzyl-α-L-rhamnopyranosyl-(1→3)-2,4-di-oxo-benzyl-α-L-rhamnopyranosyl-(1→2)-4-oxo-benzyl-α-L-rhamnopyranoside O=C1C(C[C@@]2([C@H](O)[C@H](O)[C@@H](O)[C@@H](O2)C)O[C@H]2[C@@](O[C@H]([C@@H]([C@H]2O)O)C)(O[C@H]2[C@H]([C@@](O[C@H]([C@@H]2O)C)(O[C@H]2[C@](OCCCN=[N+]=[N-])(O[C@H]([C@@H]([C@H]2O)O)C)CC2=CCC(C=C2)=O)CC2C(CC(C=C2)=O)=O)O)CC2=CCC(C=C2)=O)C=CC(C1=O)=O